4-amino-1-methyl-N-(piperidin-1-yl)-N-((5-(trifluoromethyl)pyridin-2-yl)methyl)-1H-pyrazolo[4,3-c]quinoline-8-carboxamide NC1=NC=2C=CC(=CC2C2=C1C=NN2C)C(=O)N(CC2=NC=C(C=C2)C(F)(F)F)N2CCCCC2